1-(hydroxymethyl)-cyclopentanecarboxylic acid OCC1(CCCC1)C(=O)O